B(O)(O)OB(O)O.N1=C(N)N=C(N)N=C1N melamine diborate